FC=1C=C(C=CC1OC1=C2C(=NC=C1)C=C(S2)C2=NC=C(C=C2)CN2C(CNCC2)C)C2=C(C(N(C=C2)C2=CC=CC=C2)=O)C(=O)N 3-fluoro-4-[(2-{5-[(methylpiperazin-1-yl)methyl]pyridin-2-yl}thieno[3,2-b]pyridin-7-yl)oxy]phenyl-2-oxo-1-phenyl-1,2-dihydropyridine-3-carboxamide